(S)-4-(7-benzyl-3-cyano-2-oxo-1,2,5,6,7,8-hexahydro-1,7-naphthyridin-4-yl)-3-methylpiperazine-1-carboxylic acid tert-butyl ester C(C)(C)(C)OC(=O)N1C[C@@H](N(CC1)C1=C(C(NC=2CN(CCC12)CC1=CC=CC=C1)=O)C#N)C